CCC=CC methyl-2-butene